C(C)(C)(C)[C@@H]1CC=2C=C3C(=NC2CC1)SC(=C3)C(=O)N[C@H](CCNCCF)C3=CC=CC=C3 (6S)-6-tert-butyl-N-{(1R)-3-[(2-fluoroethyl)amino]-1-phenylpropyl}-5,6,7,8-tetrahydrothieno[2,3-b]quinoline-2-carboxamide